tert-Butyl ((3S,6R)-6-((2-(5-(2-((3S,5R)-3,5-dimethylmorpholine-4-carbonyl)-4-fluorophenoxy)pyrimidin-4-yl)-2,7-diazaspiro[3.5]nonan-7-yl)methyl)tetrahydro-2H-pyran-3-yl)carbamate C[C@@H]1N([C@@H](COC1)C)C(=O)C1=C(OC=2C(=NC=NC2)N2CC3(C2)CCN(CC3)C[C@H]3CC[C@@H](CO3)NC(OC(C)(C)C)=O)C=CC(=C1)F